FC1=C(C=C(C(=C1)C)[S@](=O)CC(F)(F)F)\N=C\1/SCC(N1CC(F)(F)F)=O (2Z)-2-[[2-fluoro-4-methyl-5-[(R)-(2,2,2-trifluoroethyl)sulfinyl]phenyl]imino]-3-(2,2,2-trifluoroethyl)-4-thiazolidinone